N-tert-Butyl-7-(3,3-difluoropyrrolidin-1-yl)-3-[(4-methoxyphenyl)methyl]triazolo[4,5-d]pyrimidin-5-amine C(C)(C)(C)NC=1N=C(C2=C(N1)N(N=N2)CC2=CC=C(C=C2)OC)N2CC(CC2)(F)F